N1=CC(=CC=C1)C1CCC1 3-(3-pyridyl)cyclobutane